(3-(5-ethyl-1,2,4-oxadiazol-3-yl)phenyl)methanol C(C)C1=NC(=NO1)C=1C=C(C=CC1)CO